T-butoxyphenyl-triethoxysilane tert-butyl-4-(6-((2,6-dioxopiperidin-3-yl)carbamoyl)-2-methoxypyridin-3-yl)piperazine-1-carboxylate C(C)(C)(C)OC(=O)N1CCN(CC1)C=1C(=NC(=CC1)C(NC1C(NC(CC1)=O)=O)=O)OC.C(C)(C)(C)OCCO[Si](OCC)(OCC)C1=CC=CC=C1